3-(1-benzyl-3,6-dihydro-2H-pyridin-4-yl)azetidine-1-carboxylic acid tert-butyl ester C(C)(C)(C)OC(=O)N1CC(C1)C=1CCN(CC1)CC1=CC=CC=C1